CN(CC(=O)O)C(CN(C(CN(C(CN(C(CN(C(CN(C(CN(C(CN(C(CN(C(CN(C(CN(C(CN(C(CCC(OC(C)(C)C)=O)=O)C)=O)C)=O)C)=O)C)=O)C)=O)C)=O)C)=O)C)=O)C)=O)C)=O)C)=O 3,6,9,12,15,18,21,24,27,30,33,36,42,42-tetradecamethyl-4,7,10,13,16,19,22,25,28,31,34,37,40-tridecaoxo-41-oxa-3,6,9,12,15,18,21,24,27,30,33,36-dodecaazatritetracontanoic acid